FC1(NCCN1)F 2,2-difluoroimidazoline